C(C1=CC=CC=C1)OC=1SC=C(N1)B1OC(C(O1)(C)C)(C)C 2-(2-benzyloxythiazol-4-yl)-4,4,5,5-tetramethyl-1,3,2-dioxaborolane